triethoxymethoxysilane tert-butyl-((4R,SR)-4-(5-((Z)-2-(5-cyanopyridin-2-yl)-2-fluorovinyl)-2-fluorophenyl)-4-methyl-5-(2,2,2-trifluoroethoxy)-5,6-dihydro-4H-1,3-oxazin-2-yl)carbamate C(C)(C)(C)N(C(O)=O)C=1OC[C@H]([C@@](N1)(C)C1=C(C=CC(=C1)\C=C(/F)\C1=NC=C(C=C1)C#N)F)OCC(F)(F)F.C(C)OC(O[SiH3])(OCC)OCC |&1:11|